8-isopropyl-1,1-dimethyl-2-oxo-2,10-dihydro-1H-dibenzo[a,d][7]annulene-6,7-diyl diacetate C(C)(=O)OC1=C(C(=CC2=C1C=C1C(=CC2)C(C(C=C1)=O)(C)C)C(C)C)OC(C)=O